C(C)(C)(C)OC(=O)N1C(CCC(C1)NC(=O)OCC1=CC=CC=C1)C=1OC(=NN1)Br 5-{[(benzyloxy)carbonyl]Amino}-2-(5-bromo-1,3,4-oxadiazol-2-yl)piperidine-1-carboxylic acid tert-butyl ester